BrC1=CC(=C(C=2CCCC12)C(=O)Cl)N1CCC2(CC2)CC1 7-bromo-5-(6-Azaspiro[2.5]oct-6-yl)-2,3-dihydro-1H-indene-4-carbonyl chloride